(1S,2R,3aS,8bS)-2-acetoxy-1-(tert-butyldimethylsilyl)oxymethyl-2,3,3a,8b-tetrahydro-1H-cyclopenta[b]benzofuran C(C)(=O)O[C@H]1[C@@H]([C@@H]2[C@@H](OC3=C2C=CC=C3)C1)CO[Si](C)(C)C(C)(C)C